tert-butyl (2S)-2-((1-cyano-2-oxo-2-(pyridazin-4-yl)ethoxy)methyl)morpholine-4-carboxylate C(#N)C(C(C1=CN=NC=C1)=O)OC[C@@H]1CN(CCO1)C(=O)OC(C)(C)C